BrC=1C(=CC(=C(C1)[C@@H](C)NC(C1=C(C=CC(=C1)N1CCN(CC1)C)C)=O)OC)OC N-[(1R)-1-(5-Bromo-2,4-dimethoxy-phenyl)ethyl]-2-methyl-5-(4-methylpiperazin-1-yl)benzamide